2-methyl-4-oxo-4H-pyran-3-yl 2-methylpropanoate CC(C(=O)OC1=C(OC=CC1=O)C)C